(3-(3-chloro-5-(trifluoromethyl)phenyl)ureido)oxazole-5-carboxylic acid ClC=1C=C(C=C(C1)C(F)(F)F)NC(NC=1OC(=CN1)C(=O)O)=O